2-(6-(((1r,2r,3s,5s)-2-fluoro-8-azabicyclo[3.2.1]oct-3-yl)oxy)pyridazin-3-yl)-5-(1H-imidazol-1-yl)phenol F[C@@H]1[C@H]2CC[C@@H](C[C@@H]1OC1=CC=C(N=N1)C1=C(C=C(C=C1)N1C=NC=C1)O)N2